FC=1C=C(C=C(C1C=O)F)NC(OCC1=CC=CC=C1)=O benzyl (3,5-difluoro-4-formylphenyl)carbamate